2-bromo-5-(2,2,2-trifluoro-1-(oxetan-3-yl)ethyl)pyridine BrC1=NC=C(C=C1)C(C(F)(F)F)C1COC1